COC=1C=C(CN2N=CC3=C(C2=O)N(C2=C3SC(=N2)C2(SCCS2)C2=CC=CC=C2)C)C=CC1 6-(3-Methoxybenzyl)-4-methyl-2-(2-phenyl-1,3-dithiolan-2-yl)-4,6-dihydro-5H-thiazolo[5',4':4,5]pyrrolo[2,3-d]pyridazin-5-one